3-Bromo-5-(2-methylprop-1-en-1-yl)-1-(3-(trifluoromethyl)bicyclo[1.1.1]pentan-1-yl)-1H-pyrazole BrC1=NN(C(=C1)C=C(C)C)C12CC(C1)(C2)C(F)(F)F